methyl 2-(tert-butoxycarbonylamino)-7-[(3S,5S)-4-tert-butoxycarbonyl-3,5-dimethyl-piperazin-1-yl]-1,3-benzothiazole-4-carboxylate C(C)(C)(C)OC(=O)NC=1SC=2C(N1)=C(C=CC2N2C[C@@H](N([C@H](C2)C)C(=O)OC(C)(C)C)C)C(=O)OC